3-Fluoro-4-[(oxetan-3-yl)oxy]-benzene-1,2-diamine FC1=C(C(=CC=C1OC1COC1)N)N